4-((2-((4-Cyanophenyl)amino)-6-(2-(prop-2-yn-1-yloxy)benzyl)-5,6,7,8-tetrahydropyrido[4,3-d]pyrimidine-4-yl)oxy)-3,5-dimethylbenzonitrile C(#N)C1=CC=C(C=C1)NC=1N=C(C2=C(N1)CCN(C2)CC2=C(C=CC=C2)OCC#C)OC2=C(C=C(C#N)C=C2C)C